C1(=CC=C(C=C1)C1=CC(=NN1)C(=O)O)C 5-(p-tolyl)-1H-pyrazole-3-carboxylic acid